dimethyl[(terphenylyl)carbazolyl]acridone CC=1C(=C(C=2C(C3=CC=CC=C3NC2C1)=O)C1=C(C=CC=2C3=CC=CC=C3NC12)C1=C(C=CC=C1)C=1C(=CC=CC1)C1=CC=CC=C1)C